NC=1C=C2CCN(C2=CC1)C(=O)NC1=CC2=C(NC(N2)=O)C=C1 5-Amino-N-(2-oxo-2,3-dihydro-1H-benzo[d]imidazol-5-yl)indoline-1-carboxamide